4-(5-(3-((2-(3-carboxypropionyl)-6-methoxybenzo[b]selenophen-5-yl)oxy)propoxy)-6-methoxybenzo[b]thiophen-2-yl)-4-oxobutanoic acid C(=O)(O)CCC(=O)C1=CC2=C([Se]1)C=C(C(=C2)OCCCOC2=CC1=C(SC(=C1)C(CCC(=O)O)=O)C=C2OC)OC